N(=[N+]=[N-])C=1N=C(C2=C(N1)C(=NN2)I)NCCCC 5-azido-N-butyl-3-iodo-1H-pyrazolo[4,3-d]pyrimidin-7-amine